CC1=CC=2N(N=C1N1CCNCC1)C=CN2 7-Methyl-6-piperazin-1-yl-imidazo[1,2-b]pyridazine